3,9-bis[2-[3-(3-tert-butyl-5-methyl-4-hydroxyphenyl)-propionyloxy]-1,1-dimethylethyl]-2,4,8,10-tetraoxaspiro[5.5]undecane C(C)(C)(C)C=1C=C(C=C(C1O)C)CCC(=O)OCC(C)(C)C1OCC2(CO1)COC(OC2)C(COC(CCC2=CC(=C(C(=C2)C)O)C(C)(C)C)=O)(C)C